C12(CC3CC(CC(C1)C3)C2)NCCN2CCN(CC2)CC2=C3C(N(C(=NC3=CC=C2)C)C2C(NC(CC2)=O)=O)=O 3-(5-((4-(2-(((3s,5s,7s)-adamantan-1-yl)amino)ethyl)piperazin-1-yl)methyl)-2-methyl-4-oxoquinazolin-3(4H)-yl)piperidine-2,6-dione